BrC1=CC(=C(O[C@H](C(=O)O)CF)C=C1F)C(CC)(F)F (2R)-2-[4-bromo-2-(1,1-difluoropropyl)-5-fluorophenoxy]-3-fluoropropanoic acid